C(C)(CC)[BH-](C(C)CC)C(C)CC.[Na+] sodium tri-sec-butylborohydride